N-(2-furylmethyl)-1-[[5-[5-(trifluoromethyl)-1,2,4-oxadiazol-3-yl]-2-thienyl]methyl]-1,2,4-triazole-3-carboxamide O1C(=CC=C1)CNC(=O)C1=NN(C=N1)CC=1SC(=CC1)C1=NOC(=N1)C(F)(F)F